CS(=O)(=O)O.CN1C=CC2=C(C=CC(=C12)C)CN[C@H](C(=O)O)CCC(C)(C)C (S)-2-(((1,7-dimethyl-1H-indol-4-yl)methyl)amino)-5,5-dimethylhexanoic acid methanesulfonate